C(C=C)(=O)O.C(C=C)(=O)O.C(C=C)(=O)O.OCC(C(=O)O)(C)C.C(O)C(CC)(CO)CO trimethylolpropane hydroxypivalate triacrylate